C(C1=CC=CC=C1)(=O)OC1C(C2C(OC(C2)=O)C1)CO 5-(benzoyloxy)hexahydro-4-(hydroxymethyl)-2H-cyclopenta[b]furan-2-one